BrC1=CC2=C(SC3=C2C=CC=C3)C(=C1)Br 2,4-dibromodibenzothiophene